(S)-2-(5-(2-chlorobenzoyl)-2-(3-(5-fluoropyridin-2-ylamino)pyrrolidin-1-yl)phenyl)acetaldehyde ClC1=C(C(=O)C=2C=CC(=C(C2)CC=O)N2C[C@H](CC2)NC2=NC=C(C=C2)F)C=CC=C1